C1(CC1)C=1C(=C(C=CC1)O)C1CC1 dicyclopropylphenol